FC(=C(F)F)CC(=O)O.C(C)(=O)OCC(F)(F)F trifluoroethyl acetate (trifluorovinylacetate)